N-Acetyl-L-fucosamine C(C)(=O)N[C@@H]1C(O)O[C@H]([C@H]([C@H]1O)O)C